COC(=O)C1=C(C=C2C=NNC2=C1)Br 5-bromo-1H-indazole-6-carboxylic acid methyl ester